FC=1C=NC=CC1NCC=O 2-((3-fluoropyridin-4-yl)amino)ethan-1-one